(S)-2-(4-(tert-butoxycarbonyl)piperazin-1-yl)propanoic acid C(C)(C)(C)OC(=O)N1CCN(CC1)[C@H](C(=O)O)C